benzyl N-[6-oxo-7-[3-oxo-4-(2-trimethylsilylethoxymethyl)pyrazino[2,3-b][1,4]oxazin-6-yl]-5-oxa-7-azaspiro[3.4]octan-2-yl]carbamate O=C1OC2(CC(C2)NC(OCC2=CC=CC=C2)=O)CN1C1=NC2=C(OCC(N2COCC[Si](C)(C)C)=O)N=C1